ammonium dodecyl-ethanolamine C(CCCCCCCCCCC)C(O)CN.[NH4+]